1-[4-(6-chloro-8-[(5-chloro-1H-indazol-4-yl)oxy]-2-{[(2S)-1-methylpyrrolidin-2-yl]methoxy}pyrido[3,4-d]pyrimidin-4-yl)piperazin-1-yl]prop-2-en-1-one ClC1=CC2=C(N=C(N=C2N2CCN(CC2)C(C=C)=O)OC[C@H]2N(CCC2)C)C(=N1)OC1=C2C=NNC2=CC=C1Cl